C1=CN(C=C2N1CC1=C(C=C3C=CC=NC3=C1)OC=C2)C(=O)[O-] 3H,14H-pyrazino[1',2':5,6][1,5]oxazocino[2,3-g]quinoline-3-carboxylate